4-(2-(azetidin-1-yl)-4-((1R,5S)-3,8-diazabicyclo[3.2.1]octan-3-yl)-8-fluoropyrido[4,3-d]pyrimidin-7-yl)naphthalen-2-ol 2,2,2-trifluoroacetate FC(C(=O)O)(F)F.N1(CCC1)C=1N=C(C2=C(N1)C(=C(N=C2)C2=CC(=CC1=CC=CC=C21)O)F)N2C[C@H]1CC[C@@H](C2)N1